ClCC(C(=O)OC=1C=C(C=2OC=3C=C(C=C(C3C(C2O)=O)O)O)C=CC1O)(C)C 3'-O-(3-chloropivaloyl)quercetin